4-(benzyloxy)-2-methyl-1H-indole C(C1=CC=CC=C1)OC1=C2C=C(NC2=CC=C1)C